6-oxo-1-(4-pyridinyl)pyridazine-3-carboxamide O=C1C=CC(=NN1C1=CC=NC=C1)C(=O)N